N(=[N+]=[N-])C1=CC=C(C(=O)OCC2=CC(=C(C=C2)[N+](=O)[O-])CO)C=C1 3-(hydroxymethyl)-4-nitrobenzyl 4-azidobenzoate